4-hydroxy-3-methyl-L-tryptophan OC=1C=CC=C2N=CC(C[C@H](N)C(=O)O)(C12)C